CN1C(=CC=C1)C=O 1-methyl-1H-pyrrolecarbaldehyde